C(C)(=O)N1CCC(CC1)(C)NC(=O)NC(C1CCCC1)C1=CC(=CC=C1)Cl 1-(1-acetyl-4-methylpiperidin-4-yl)-3-((3-chlorophenyl)(cyclopentyl)methyl)urea